C(C)(C)(C)OC(=O)N1[C@H]([C@H](CC1)NS(=O)(=O)C)CC1=CC(=CC=C1)Br.CC(CO[Si](C)(C)OCC(C#C)(C)C)(C#C)C bis(2,2-dimethyl-3-butynyloxy)dimethyl-silane tert-Butyl-(2S,3S)-2-[(3-bromophenyl)methyl]-3-[(methanesulfonyl)amino]pyrrolidine-1-carboxylate